hexafluoroiridium (III) F[Ir-3](F)(F)(F)(F)F